C1(CCCCC1)C[C@H](C(=O)[O-])C (R)-cyclohexane-isobutyrate